O[C@H]1C[C@H](CCC1)N1CCCC2=C1N=NC(=C2C)C2=C(C=C(C=C2)C(F)(F)F)O cis-2-(8-(3-hydroxycyclohexyl)-4-methyl-5,6,7,8-tetrahydropyrido[2,3-c]pyridazin-3-yl)-5-(trifluoromethyl)phenol